O=C1NC(CCC1N1C(C2=CC=C(C=C2C1=O)N1CCC(CC1)CCN1CCNCC1)=O)=O 4-(2-(1-(2-(2,6-dioxopiperidin-3-yl)-1,3-dioxoisoindolin-5-yl)piperidin-4-yl)ethyl)piperazine